1-(4-fluorobenzyl)-1H-Indazole-6-carboxylic acid hydroxyamide ONC(=O)C1=CC=C2C=NN(C2=C1)CC1=CC=C(C=C1)F